C(C)(C)(C)OC(=O)CC(C)OC=1C2=CC=CC=C2C(=C2C=CC=CC12)OC(CC(=O)OC(C)(C)C)C 9,10-bis(tert-butoxycarbonylpropyleneoxy)anthracene